BrC1=CC(=C(C=C1)C1CC(C1)=O)F 3-(4-bromo-2-fluorophenyl)cyclobutan-1-one